NC1=C(C(=NN1C(C(F)(F)F)C)C1=C(C=C(C=C1)CNC(C1=C(C=CC(=C1)F)OC)=O)F)C(=O)N 5-amino-3-[2-fluoro-4-[[(5-fluoro-2-methoxy-benzoyl)amino]methyl]phenyl]-1-(2,2,2-trifluoro-1-methyl-ethyl)pyrazole-4-carboxamide